5-((2-(2,6-difluorophenyl)-5-oxo-6,7-dihydro-5H-pyrrolo[3,4-b]pyridin-4-yl)amino)-N-ethylpicolinamide FC1=C(C(=CC=C1)F)C1=CC(=C2C(=N1)CNC2=O)NC=2C=CC(=NC2)C(=O)NCC